C(C)(C)(C)OC(=O)N1CC(N(CC1)C(C1=C(C=C(C=C1)NC(=O)C1CC1)N1CCCCCC1)=O)CC1=CC=CC=C1.NCCCCN1CCN(CC1)CCCCN bisaminobutyl-piperazin tert-butyl-4-[2-(azepan-1-yl)-4-(cyclopropanecarbonylamino)benzoyl]-3-benzylpiperazine-1-carboxylate